(R)-7-(6-(1-(2,2-difluoro-1-(4-fluorophenyl)propyl)-1H-pyrazol-4-yl)-5-fluoropyridin-2-yl)-[1,2,4]triazolo[1,5-a]pyridin-2-amine FC([C@@H](C1=CC=C(C=C1)F)N1N=CC(=C1)C1=C(C=CC(=N1)C1=CC=2N(C=C1)N=C(N2)N)F)(C)F